(1R,2S)-N-((5-chloro-6-((3-methylisoxazol-5-yl)methoxy)-1H-indol-2-yl)methyl)-2-fluorocyclopropane-1-carboxamide ClC=1C=C2C=C(NC2=CC1OCC1=CC(=NO1)C)CNC(=O)[C@@H]1[C@H](C1)F